C(C)(C)(C)OC(=O)N1CCC2(CC(C2)N2C(C(=C(C=C2)C(=O)O)CO)=O)CC1 1-(7-(tert-butoxycarbonyl)-7-azaspiro[3.5]nonan-2-yl)-3-(hydroxymethyl)-2-oxo-1,2-dihydropyridine-4-carboxylic acid